BrC1=NN(C(=C1)C=C(C)C)C=1C=C(C=CC1)N1CCOCC1 4-(3-(3-bromo-5-(2-methylprop-1-en-1-yl)-1H-pyrazol-1-yl)phenyl)morpholine